2-[(4-fluorophenethyl)amino]acetic acid FC1=CC=C(CCNCC(=O)O)C=C1